N-(3-(Cyclohex-1-en-1-ylethynyl)-1-methyl-1H-pyrrolo[2,3-b]pyridin-5-yl)acrylamide C1(=CCCCC1)C#CC1=CN(C2=NC=C(C=C21)NC(C=C)=O)C